ClC=1C=NC=C(C1N1N=CC(=C1C1=CC2(C1)CCN(CC2)C=2SC1=C(N2)C(=CC=C1)F)C(F)F)Cl 2-(2-(1-(3,5-Dichloropyridin-4-yl)-4-(difluoromethyl)-1H-pyrazol-5-yl)-7-azaspiro[3.5]non-1-en-7-yl)-4-fluorobenzo[d]thiazol